C(C)(C)C1=CC=C(C=C1)SC1=CC=2C(=NN(N2)C2=C(C(=CC(=C2)C)C(C)(C)C)O)C=C1 5-(4-isopropyl-phenylthio)-2-(2-hydroxy-3-tert-butyl-5-methylphenyl)-2H-benzotriazole